1,2,3,4-tetrahydroquinoxalin-2-one N1C(CNC2=CC=CC=C12)=O